1,1-dimethylethyl {[1-({3,4-difluoro-2-[(2-fluoro-4-iodophenyl)amino]phenyl}carbonyl)-3-(methyloxy)azetidine-3-yl]methyl}carbamate FC=1C(=C(C=CC1F)C(=O)N1CC(C1)(OC)CNC(OC(C)(C)C)=O)NC1=C(C=C(C=C1)I)F